N[C@@H](CCCCN)C(=O)O.CN(C1=CC2=C([C@@H](CCO2)CNC=2C=NC=CC2C(=O)O)C=C1)C1=CC=C(C=C1)C(C)C 3-({[(4R)-7-{METHYL[4-(PROPAN-2-YL)PHENYL]AMINO}-3,4-DIHYDRO-2H-1-BENZOPYRAN-4-YL]METHYL}AMINO)PYRIDINE-4-CARBOXYLIC ACID L-LYSINE SALT